(2R)-3-[5,7-difluoro-2-(4-fluorophenyl)-1H-indol-3-yl]-2-hydroxy-N-[(3S,4R)-4-hydroxy-2-oxo-pyrrolidin-3-yl]propionamide FC=1C=C2C(=C(NC2=C(C1)F)C1=CC=C(C=C1)F)C[C@H](C(=O)N[C@@H]1C(NC[C@H]1O)=O)O